((3s,5s)-5-(hydroxymethyl) pyrrolidin-3-yl) carbamate C(N)(O[C@@H]1CN[C@@H](C1)CO)=O